N1=C(C=NC=C1)CCC 1-(pyrazin-2-yl)propan